12-mercaptododecyl-yttrium phosphate P(=O)([O-])([O-])[O-].SCCCCCCCCCCCC[Y+3]